The molecule is a methyl prednisolone-16-carboxylate, a primary alpha-hydroxy ketone and a tertiary alpha-hydroxy ketone. It derives from a prednisolone-16alpha-carboxylic acid. C[C@]12C[C@@H]([C@H]3[C@H]([C@@H]1C[C@H]([C@@]2(C(=O)CO)O)C(=O)OC)CCC4=CC(=O)C=C[C@]34C)O